C(C1=CC=CC=C1)OC1=CC(=CC2=C1OC(O2)(C2=CC=CC=C2)C2=CC=CC=C2)C(=O)OC methyl 7-(benzyloxy)-2,2-diphenylbenzo[d][1,3]dioxole-5-carboxylate